Bis-{3-(benzoxazole-2-yl)phenyl}-{4-(naphthalene-1-yl)phenyl}amine O1C(=NC2=C1C=CC=C2)C=2C=C(C=CC2)N(C2=CC=C(C=C2)C2=CC=CC1=CC=CC=C21)C2=CC(=CC=C2)C=2OC1=C(N2)C=CC=C1